C(N)(=O)C1=NN(C=C1NC(=O)C=1N=C(OC1)C1=CC(=NC=C1)C)C1=CC=C(C(=O)O)C=C1 4-[3-Carbamoyl-4-[[2-(2-methyl-4-pyridyl)oxazole-4-carbonyl]amino]pyrazol-1-yl]benzoic acid